(R)-3-(1-(7-(3-methylisoxazol-4-yl)-4-oxoquinazolin-3(4H)-yl)ethyl)-N-(2-morpholinoethyl)benzamide CC1=NOC=C1C1=CC=C2C(N(C=NC2=C1)[C@H](C)C=1C=C(C(=O)NCCN2CCOCC2)C=CC1)=O